isobutyl perfluoroethyl ether FC(C(F)(F)F)(F)OCC(C)C